FC1=CC=C(C=C1)C=1C(=C2N(N1)CC(C2)(C([2H])([2H])[2H])C([2H])([2H])[2H])C2=C1C(=NC=C2)NN=C1 4-[2-(4-Fluorophenyl)-5,5-bis(methyl-d3)-4,6-dihydropyrrolo[1,2-b]pyrazol-3-yl]-1H-pyrazolo[3,4-b]pyridine